ClC1=CC(=C(N=N1)C(NC([2H])([2H])[2H])=O)NC=1C=C(CN(C)CC2=C(C=CC(=N2)NC(OC(C)(C)C)=O)F)C=C(C1OC)C1=NN(C=N1)C Tert-butyl (6-(((3-((6-chloro-3-((methyl-d3)carbamoyl)pyridazin-4-yl)amino)-4-methoxy-5-(1-methyl-1H-1,2,4-triazol-3-yl)benzyl)(methyl)amino)methyl)-5-fluoropyridin-2-yl)carbamate